NC1CCC(CC1)C[C@H]1COC2=C(C=C(C=C2C1=O)CN1C(N(C=C1)C)=N)C=1C(=NC(=CC1)F)C (S)-3-((4-aminocyclohexyl)methyl)-8-(6-fluoro-2-methylpyridin-3-yl)-6-((2-imino-3-methyl-2,3-dihydro-1H-imidazol-1-yl)methyl)chroman-4-one